N-(2,6-dibromo-4-(perfluoropropane-2-yl)phenyl)-3-amino-4-(1H-1,2,4-triazole-1-yl)benzamide BrC1=C(C(=CC(=C1)C(C(F)(F)F)(C(F)(F)F)F)Br)NC(C1=CC(=C(C=C1)N1N=CN=C1)N)=O